C1(CCCC1)OC=1C=CC(=NC1)NC(C(C)N1CC(NCC1)(C)C)=O N-[5-(cyclopentyloxy)pyridin-2-yl]-2-(3,3-dimethylpiperazin-1-yl)propanamide